N(=O)NCCC(C(=O)O)C N-nitroso-methyl-4-aminobutyric acid